2-[3-Methyl-4-[5-[2-[(1-methylsulfonylpiperidin-4-yl)amino]-5-(trifluoromethyl)pyrimidin-4-yl]-1,3-thiazol-2-yl]phenyl]propan-2-ol CC=1C=C(C=CC1C=1SC(=CN1)C1=NC(=NC=C1C(F)(F)F)NC1CCN(CC1)S(=O)(=O)C)C(C)(C)O